1-carbobenzoxy-6-trifluoromethyl-piperidine C(=O)(OCC1=CC=CC=C1)N1CCCCC1C(F)(F)F